C1(CC1)C([C@@H](C(=O)NC1=NC(=C(C=C1)C=1C(=NNC1CC)C)F)NC(=O)C=1C(=NOC1)C(C)C)C1CC1 N-[(1S)-1-(dicyclopropylmethyl)-2-[[5-(5-ethyl-3-methyl-1H-pyrazol-4-yl)-6-fluoro-2-pyridyl]amino]-2-oxo-ethyl]-3-isopropyl-isoxazole-4-carboxamide